perfluorobenzidine FC1=C(C(=C(C(=C1F)N(F)F)F)F)C1=C(C(=C(N(F)F)C(=C1F)F)F)F